tert-Butyl (6-oxo-1-(2,2,2-trifluoroethyl)piperidin-3-yl)carbamate O=C1CCC(CN1CC(F)(F)F)NC(OC(C)(C)C)=O